[N+](=O)([O-])C1=CC=C(C=C1)NC=1C2=C(N=CN1)SC=N2 N-(4-nitrophenyl)thiazolo[5,4-d]pyrimidin-7-amine